1-(3,5-difluorophenyl)-3-[2-hydroxy-1-[2-(2,2,2-trifluoroethoxy)pyridin-4-yl]ethyl]urea FC=1C=C(C=C(C1)F)NC(=O)NC(CO)C1=CC(=NC=C1)OCC(F)(F)F